1-benzyl-5-(3-isopropyl-5-(1-(tetrahydro-2H-pyran-4-yl)piperidin-4-yl)-1H-indol-2-yl)-3-methylpyridin-2(1H)-one C(C1=CC=CC=C1)N1C(C(=CC(=C1)C=1NC2=CC=C(C=C2C1C(C)C)C1CCN(CC1)C1CCOCC1)C)=O